O1CCOC2=C1C=CC(=C2)CN(CCC(O)=NO)CC2=CC1=C(OCCO1)C=C2 3-[bis(2,3-dihydro-1,4-benzodioxin-6-ylmethyl)amino]propanehydroximic acid